ClC=1C=C(C=CC1C(=O)N1CCN(CC1)C(=O)C1CCNCC1)NC(=O)C=1N(C(=CN1)C=1C(=NN(C1)CC1=CC=NN1)C(F)(F)F)C N-[3-chloro-4-[4-(piperidine-4-carbonyl)piperazine-1-carbonyl]phenyl]-1-methyl-5-[1-(1H-pyrazol-5-ylmethyl)-3-(trifluoromethyl)pyrazol-4-yl]imidazole-2-carboxamide